C1(=CC=CC2=CC=CC=C12)C=C1COC1 3-(1-naphthylmethylene)oxetane